O=C(CCC(=O)O)C1=CC=C(C=C1)OC1=CC=CC=C1 4-oxo-4-(4-phenoxyphenyl)butanoic acid